tert-butyl N-[(1S,3R)-3-[2-[6-(methoxymethoxy)-2,7-dimethyl-indazol-5-yl]-5-oxo-pyrido[4,3-d]pyrimidin-6-yl]cyclopentyl]-N-methyl-carbamate COCOC=1C(=CC2=CN(N=C2C1C)C)C=1N=CC2=C(N1)C=CN(C2=O)[C@H]2C[C@H](CC2)N(C(OC(C)(C)C)=O)C